(S)-5-(Azetidin-2-ylmethoxy)-2-methyl-N-(1-(7-(5-(pyrrolidin-1-ylmethyl)thiophen-2-yl)quinolin-5-yl)cyclopropyl)benzamide N1[C@@H](CC1)COC=1C=CC(=C(C(=O)NC2(CC2)C2=C3C=CC=NC3=CC(=C2)C=2SC(=CC2)CN2CCCC2)C1)C